2'-deoxy-2'-fluoro-3'-O-(tert-butyldimethylsilyl)-5'-((hexadecyloxypropyl)phospho)uridine F[C@H]1[C@@H](O[C@@H]([C@H]1O[Si](C)(C)C(C)(C)C)COP(=O)(OCCCOCCCCCCCCCCCCCCCC)O)N1C(=O)NC(=O)C=C1